tert-butyl ((3R)-1-(2,6-dichloro-5-(2-(oxetan-3-yl)-2-(((2-(trimethylsilyl)ethoxy)carbonyl)amino)ethoxy)pyrimidin-4-yl)pyrrolidin-3-yl)(methyl)carbamate ClC1=NC(=C(C(=N1)N1C[C@@H](CC1)N(C(OC(C)(C)C)=O)C)OCC(NC(=O)OCC[Si](C)(C)C)C1COC1)Cl